(4-Chloro-3-{[4-(2-cyclohexylethoxy)-2-(trifluoromethyl)benzene-1-carbothioyl]amino}phenyl)acetic acid ClC1=C(C=C(C=C1)CC(=O)O)NC(=S)C1=C(C=C(C=C1)OCCC1CCCCC1)C(F)(F)F